C1C(CC12CCNCC2)NC2=C1C(N(C(C1=CC=C2)=O)C2C(NC(CC2)=O)=O)=O 4-(7-Azaspiro[3.5]nonan-2-ylamino)-2-(2,6-dioxo-3-piperidyl)isoindoline-1,3-dione